OCCOCCOCCNC(C)=O N-(2-(2-(2-hydroxyethoxy)ethoxy)ethyl)acetamide